C(C)N1N=C2N=C(C=NC2=C1)N[C@@H](C)C=1C=C(C=CC1)NC(=O)NC1=NC=CC(=C1)C (S)-1-(3-(1-((2-ethyl-2H-pyrazolo[3,4-b]pyrazin-6-yl)amino)ethyl)phenyl)-3-(4-methylpyridin-2-yl)urea